NC1=C(C=CC=C1[N+](=O)[O-])O 2-amino-3-nitrophenol